4-(2-bromo-4,5-difluorophenyl)-3-(methoxycarbonyl)but-3-enoic acid BrC1=C(C=C(C(=C1)F)F)C=C(CC(=O)O)C(=O)OC